tert-butyl 3-bromo-5-(4-methoxypyridin-3-yl)-7-methyl-1H-pyrazolo[3,4-c]pyridine-1-carboxylate BrC1=NN(C2=C(N=C(C=C21)C=2C=NC=CC2OC)C)C(=O)OC(C)(C)C